(2R)-2-amino-3-hydroxy-N-[2-(3-methoxyphenyl)propan-2-yl]propanamide N[C@@H](C(=O)NC(C)(C)C1=CC(=CC=C1)OC)CO